OC[C@]1(OC)[C@@H](O)[C@H](O)[C@H](O)CO1 Methyl β-D-fructopyranoside